ClC1=C(C=CC(=C1F)N1C(=CC=C1C)C)C1(CCC1)C#N 1-[2-chloro-4-(2,5-dimethylpyrrol-1-yl)-3-fluoro-phenyl]cyclobutanecarbonitrile